COC1=CC(=CC(=C1O)OC)/C=C/C(=O)OC[C@@H]2[C@H]([C@@H]([C@H](C(O2)OC3=C(C(=C4C(=C3)OC(=CC4=O)C5=CC=C(C=C5)O)O)[C@H]6[C@@H]([C@H]([C@@H]([C@H](O6)CO)O)O)O)O)O)O The molecule is a glycosyloxyflavone that is isovitexin in which the hydroxyl hydrogen at position 7 is replaced by a 6-sinapoylglucosyl residue. It has a role as a metabolite. It is a dihydroxyflavone, a C-glycosyl compound, a cinnamate ester and a glycosyloxyflavone. It derives from an isovitexin and a trans-sinapic acid.